3-nonyldocosa-13,16-dien-1-amine C(CCCCCCCC)C(CCN)CCCCCCCCCC=CCC=CCCCCC